COC(=O)N1[C@@]([C@H]([C@H](C1)F)C)(C(=O)O)C 2-methyl-(2S,3R,4R)-4-fluoro-3-methylpyrrolidine-1,2-dicarboxylic acid 1-methyl ester